ClC=1C(=C(C(=CC1)N1N=NN=C1)C=1C=CC(=[N+](C1)[O-])C(CN1C(CCC1)=O)N1N=CC(=C1)C1=CC(=NC=C1)C#N)F 5-(3-Chloro-2-fluoro-6-(1H-tetrazol-1-yl)phenyl)-2-(1-(4-(2-cyanopyridin-4-yl)-1H-pyrazol-1-yl)-2-(2-oxopyrrolidin-1-yl)ethyl)pyridine 1-oxide